N[C@@H]1CC[C@H](CC1)NC1=NC=C(C(=N1)C=1C=C(C=CC1)N1C(C=CC(=C1)C)=O)F trans-1-(3-(2-((4-aminocyclohexyl)amino)-5-fluoropyrimidin-4-yl)phenyl)-5-methylpyridin-2(1H)-one